ethyl 2-(cyclopropoxy)-4H-pyrrolo[2,3-d]thiazole-5-carboxylate C1(CC1)OC=1SC2=C(N1)NC(=C2)C(=O)OCC